3-(4-(3-cyano-6-(2-hydroxy-2-methylpropoxy)pyrazolo[1,5-a]pyridin-4-yl)phenyl)azetidin-1-carboxylate C(#N)C=1C=NN2C1C(=CC(=C2)OCC(C)(C)O)C2=CC=C(C=C2)C2CN(C2)C(=O)[O-]